ClC1=C(C=C(C=C1)N(C(=O)C1N(NC(C1)=O)C1=NC(=CC(=N1)C)C(F)(F)F)CCCCl)C N-(4-chloro-3-methylphenyl)-N-(3-chloropropyl)-2-(4-methyl-6-(trifluoromethyl)pyrimidin-2-yl)-5-oxopyrazolidine-3-carboxamide